BrC1=C(C=C(C(=C1)[N+](=O)[O-])OC)N1CCC2(CCN(CC2)C(=O)OC(C)(C)C)CC1 tert-Butyl 9-(2-bromo-5-methoxy-4-nitrophenyl)-3,9-diazaspiro[5.5]undecan-3-carboxylate